C1(CC1)N1[C@@H]([C@@H](N(CC1)C1=NC(=NC=C1)C1=CN=C2N1C=C(C=C2)C(F)(F)F)C)[C@@H](C)NS(=O)(=O)C N-((R)-1-((2S,3S)-1-cyclopropyl-3-methyl-4-(2-(6-(trifluoromethyl)imidazo[1,2-a]pyridin-3-yl)pyrimidin-4-yl)piperazin-2-yl)ethyl)methanesulfonamide